2-(6-amino-5-((1R,5S)-8-(3-chloro-5-(piperidin-4-yloxy)phenyl)-3,8-diazabicyclo[3.2.1]octan-3-yl)pyridazin-3-yl)phenol NC1=C(C=C(N=N1)C1=C(C=CC=C1)O)N1C[C@H]2CC[C@@H](C1)N2C2=CC(=CC(=C2)OC2CCNCC2)Cl